{5-[4-({[(1S,2S)-2-{[2-amino-5-(1-methyl-1H-pyrazol-4-yl)pyridine-3-carbonyl]amino}cyclopentyl]oxy}methyl)phenyl]-1H-indol-1-yl}acetic acid NC1=NC=C(C=C1C(=O)N[C@@H]1[C@H](CCC1)OCC1=CC=C(C=C1)C=1C=C2C=CN(C2=CC1)CC(=O)O)C=1C=NN(C1)C